8-(4-(2-chloro-4-(trifluoromethoxy)phenoxy)phenyl)-3-(2-hydroxypropyl)-7-methyl-3,7-dihydro-1H-purine-2,6-dione ClC1=C(OC2=CC=C(C=C2)C2=NC=3N(C(NC(C3N2C)=O)=O)CC(C)O)C=CC(=C1)OC(F)(F)F